C=C(C(CC)OCCC#N)CCCCC 3-((4-methylenenonan-3-yl)oxy)propanenitrile